ClC1=C(C=CC(=C1)OC1=CC=C(C=C1)Cl)[C@@H]1OCC[C@@H](O1)C (2R,4S)-2-[2-chloro-4-(4-chlorophenoxy)phenyl]-4-methyl-1,3-dioxan